tert-butyl (S)-3-(2-((tert-butoxycarbonyl)amino)-3-oxopropyl)-1H-pyrazole-1-carboxylate C(C)(C)(C)OC(=O)N[C@@H](CC1=NN(C=C1)C(=O)OC(C)(C)C)C=O